2-((3R,4S)-3-Amino-4-hydroxy-pyrrolidin-1-yl)-5-(2,3-dichloro-phenyl)-6-methyl-pyrimidine-4-carboxylic acid amide N[C@@H]1CN(C[C@@H]1O)C1=NC(=C(C(=N1)C(=O)N)C1=C(C(=CC=C1)Cl)Cl)C